[N+](=O)([O-])C1=CC=C(NC([C@@H](NC([C@]2(N(C[C@@H](C2)O)C(CC(=O)O)=O)C)=O)CCCNC(N)=N)=O)C=C1 methyl(malonyl)hydroxyprolylarginine-p-nitroanilide